3-{2-cyano-1-[4-(7H-pyrrolo-[2,3-d]pyrimidin-4-yl)-1H-pyrazol-1-yl]ethyl}-N-methylbenzamide trifluoroacetate FC(C(=O)O)(F)F.C(#N)CC(N1N=CC(=C1)C=1C2=C(N=CN1)NC=C2)C=2C=C(C(=O)NC)C=CC2